(S)-2-((methyl-d3)amino)-3-(naphthalen-2-yl)propionic acid C([2H])([2H])([2H])N[C@H](C(=O)O)CC1=CC2=CC=CC=C2C=C1